2-(1-acetylpiperidine-4-carboxamido)-9-(5,6,7,8-tetrahydro-1,8-naphthyridin-2-yl)nonanoic acid C(C)(=O)N1CCC(CC1)C(=O)NC(C(=O)O)CCCCCCCC1=NC=2NCCCC2C=C1